C(C)(C)(C)OC(=O)N[C@H](CO)C(=O)O N-(tert-butoxycarbonyl)-D-serine